1-(4-(3-((4-chlorophenyl)amino)pyrazin-2-yl)piperazin-1-yl)prop-2-en-1-one ClC1=CC=C(C=C1)NC=1C(=NC=CN1)N1CCN(CC1)C(C=C)=O